(3-((4-chlorophenoxy)methyl)piperidin-1-yl)(3-(furan-2-yl)phenyl)methanone ClC1=CC=C(OCC2CN(CCC2)C(=O)C2=CC(=CC=C2)C=2OC=CC2)C=C1